C1(CC1)C1=NN(C=C1N)C1SOCC1 3-cyclopropyl-1-(1,1-dioxathiolan-3-yl)pyrazol-4-amine